(2R)-8-[[(1R)-1-[2-fluoro-3-(trifluoromethyl)phenyl]ethyl]carbamoyl]-2-methyl-2,3-dihydroimidazo[1,2-a]pyridine-6-carboxylic acid FC1=C(C=CC=C1C(F)(F)F)[C@@H](C)NC(=O)C=1C=2N(C=C(C1)C(=O)O)C[C@H](N2)C